[N+](=O)([O-])C1=C(C(=O)OCC)C=CC(=C1)[N+](=O)[O-] ethyl 2,4-dinitrobenzoate